[(1S)-2-[[2-[[(1S)-1-cyano-2-[(3S)-2-oxopyrrolidin-3-yl]ethyl]amino]-1-[(4,4-difluorocyclohexyl)methyl]-2-oxo-ethyl]amino]-1-(1-naphthylmethyl)-2-oxo-ethyl]carbamate C(#N)[C@H](C[C@H]1C(NCC1)=O)NC(C(CC1CCC(CC1)(F)F)NC([C@H](CC1=CC=CC2=CC=CC=C12)NC([O-])=O)=O)=O